phenylporphyrin platinum [Pt].C1(=CC=CC=C1)C1=C2NC(=C1)C=C1C=CC(=N1)C=C1C=CC(N1)=CC=1C=CC(N1)=C2